(S)-N-(chroman-4-yl)-5-methoxy-2-(piperidin-4-yl)benzo[d]thiazole-6-carboxamide O1CC[C@@H](C2=CC=CC=C12)NC(=O)C1=CC2=C(N=C(S2)C2CCNCC2)C=C1OC